ClC=1C=C(C=CC1)[C@@H]1[C@H](C1)C(=O)NC1=NC=CC(=C1)NCC1(N=C2N(C=C(C=C2)C2CC2)C1)N1C(CCC1)=O |r| rac-(1S*,2S*)-2-(3-chlorophenyl)-N-(4-(((6-cyclopropyl-2-(2-oxopyrrolidin-1-yl)imidazo[1,2-a]pyridin-2-yl)methyl)amino)pyridin-2-yl)cyclopropane-1-carboxamide